7-(trifluoromethyl)-3,4-dihydroisoquinoline FC(C1=CC=C2CCN=CC2=C1)(F)F